(S)-4-methoxy-N-(2-oxaspiro[3.5]nonan-7-yl)-5-(1-(1,1,1-trifluoropropan-2-yl)-1H-benzo[d][1,2,3]triazol-6-yl)pyrrolo[2,1-f][1,2,4]triazin-2-amine COC1=NC(=NN2C1=C(C=C2)C=2C=CC1=C(N(N=N1)[C@H](C(F)(F)F)C)C2)NC2CCC1(COC1)CC2